O1[C@@H](COCC1)CNC(=O)C1=C(C2=C(CC3(C4=CN(N=C24)CC2=NC=CC=C2)CCC3)O1)C(F)(F)F N-[(2R)-1,4-dioxan-2-ylmethyl]-2'-(pyridin-2-ylmethyl)-8'-(trifluoromethyl)-2',5'-dihydrospiro[cyclobutane-1,4'-furo[2,3-g]indazole]-7'-carboxamide